C(CSSCCO)O 2,2'-dithiodi-ethanol